(S)-N-(3-(2-((S)-4-amino-2-oxopyrrolidin-1-yl)-6-morpholinopyridin-4-yl)-4-methylphenyl)-3-(2,2,2-trifluoroethyl)pyrrolidine-1-carboxamide N[C@H]1CC(N(C1)C1=NC(=CC(=C1)C=1C=C(C=CC1C)NC(=O)N1C[C@@H](CC1)CC(F)(F)F)N1CCOCC1)=O